copper Manganese-nickel [Ni].[Mn].[Cu]